3,7-Dimethyl-2-phenylbenzofuran CC1=C(OC2=C1C=CC=C2C)C2=CC=CC=C2